C(C(=C)C)(=O)OCCC[Si](O[Si](C)(C)C)(O[Si](C)(C)C)O[Si](C)(C)C methacryloxypropyltris(trimethylsilyloxy)silane